NC=1C=C(C=C2C=C(N=CC12)NC(=O)[C@H]1[C@H](C1)F)N1C(OC[C@H]1C)=O (1S,2S)-N-(8-amino-6-((R)-4-methyl-2-oxooxazolidin-3-yl)isoquinolin-3-yl)-2-fluorocyclopropane-1-carboxamide